4-(4-fluorophenyl)cyclohexane-1-carboxylic acid FC1=CC=C(C=C1)C1CCC(CC1)C(=O)O